1,4-bis[(3-ethyl-3-oxetanylmethyl)methoxymethyl]cyclohexane C(C)C1(COC1)CC(C1CCC(CC1)C(OC)CC1(COC1)CC)OC